3-((4-(bromomethyl)-5-fluoropyridin-3-yl)amino)piperidine-2,6-dione BrCC1=C(C=NC=C1F)NC1C(NC(CC1)=O)=O